4-fluoro-3-chlorophenol FC1=C(C=C(C=C1)O)Cl